1-((3,3-difluorocyclopentyl)methyl)-3-isopropoxy-4-(trifluoromethyl)-1H-pyrazole FC1(CC(CC1)CN1N=C(C(=C1)C(F)(F)F)OC(C)C)F